acrylate (2-hydroxyethyl acrylate) OCCC(C(=O)O)=C.C(C=C)(=O)O